8-bromo-7-fluoro-chroman-4-one BrC=1C(=CC=C2C(CCOC12)=O)F